FC1(CCC(CC1)NC=1C=C(C(=O)O)C=C(N1)N1N=C(C=C1)C)F 2-((4,4-difluorocyclohexyl)amino)-6-(3-methyl-1H-pyrazol-1-yl)isonicotinic acid